ClC1CC(CCC1)N=C=O 3-chlorocyclohexyl isocyanate